1,3-dichloro-5-ethynylbenzene ClC1=CC(=CC(=C1)C#C)Cl